4-bromo-1,1,3,3,4,4-hexafluorobutene BrC(C(C=C(F)F)(F)F)(F)F